diphenyl [6-chloro-5-(3-fluoro-2-pyridyl)-3-methyl-7-(trifluoromethyl)-3H-1,4-benzodiazepin-2-yl] phosphate P(=O)(OC1=CC=CC=C1)(OC1=CC=CC=C1)OC1=NC2=C(C(=NC1C)C1=NC=CC=C1F)C(=C(C=C2)C(F)(F)F)Cl